5-fluorobenzo[C]isothiazol-3(1H)-one FC1=CC2=C(NSC2=O)C=C1